2,6-Dichloro-3-{[(2,2-dimethylpropanoyl)amino]methyl}-N-{1-[3-methyl-4-(trifluoromethoxy)phenyl]-1H-indazol-4-yl}benzamide ClC1=C(C(=O)NC2=C3C=NN(C3=CC=C2)C2=CC(=C(C=C2)OC(F)(F)F)C)C(=CC=C1CNC(C(C)(C)C)=O)Cl